The molecule is a hydrochloride obtained by reaction of vilazodone with one equivalent of hydrochloric acid. Used for the treatment of major depressive disorder. It has a role as an antidepressant, a serotonin uptake inhibitor and a serotonergic agonist. It contains a vilazodone(1+). C1CN(CCN1CCCCC2=CNC3=C2C=C(C=C3)C#N)C4=CC5=C(C=C4)OC(=C5)C(=O)N.Cl